ClCC1=CC=C(C=C1)C(=O)N1C(SCC1)=O 3-((4-(chloromethyl)phenyl)carbonyl)-1,3-thiazolidin-2-one